[IH2+].FC1=C(C(=CC=C1N1C=CC=C1)F)[Ti+2]C1=C(C(=CC=C1F)N1C=CC=C1)F bis[2,6-difluoro-3-(1H-pyrrol-1-yl)phenyl]titanium iodonium